(2R)-2-(4,5-dichloro-6-oxo-pyridazin-1-yl)-N-[4-methyl-3-[(2-phenylcyclopropyl)sulfamoyl]phenyl]propanamide ClC=1C=NN(C(C1Cl)=O)[C@@H](C(=O)NC1=CC(=C(C=C1)C)S(NC1C(C1)C1=CC=CC=C1)(=O)=O)C